NC12NC=NC1=NC=NC2(N)C(N)=O 5-amino-6-carbamoyl-adenine